benzyl dichloride C1=CC=C(C=C1)C(Cl)Cl